3-(((2-(dimethylamino)ethoxy)carbonyl)oxy)-2-((((E)-3-hexyldec-2-enoyl)oxy)methyl)propyl (9Z,12Z)-octadeca-9,12-dienoate C(CCCCCCC\C=C/C\C=C/CCCCC)(=O)OCC(COC(=O)OCCN(C)C)COC(\C=C(\CCCCCCC)/CCCCCC)=O